(Z)-7,8-diethoxy-5-(2-(1-ethoxy-1-oxoprop-2-ylidene)hydrazino)quinoline-2,4-dicarboxylic acid dimethyl ester COC(=O)C1=NC2=C(C(=CC(=C2C(=C1)C(=O)OC)N\N=C(/C(=O)OCC)\C)OCC)OCC